CC1=CC=CC(=N1)C1=C(N=CN1)C=1C=C2C=C(C=NC2=CC1)C1=NC=C(C=N1)C(=O)O[C@@H]1CNCC1 [(3S)-pyrrolidin-3-yl] 2-[6-[5-(6-methyl-2-pyridyl)-1H-imidazol-4-yl]-3-quinolyl]pyrimidine-5-carboxylate